C(C)C1NC2=C(C(NC1)=O)C=C(C=C2[N+](=O)[O-])F 2-ethyl-7-fluoro-9-nitro-1,2,3,4-tetrahydro-1,4-benzodiazepin-5-one